ClC=1C(=CC2=C(N(C(N=C2NS(=O)(=O)C2=C(C(=C(C(=C2F)F)F)F)F)=O)C=2C(=NC=CC2C)C(C)C)N1)F N-(7-chloro-6-fluoro-1-(2-isopropyl-4-methylpyridin-3-yl)-2-oxo-1,2-dihydropyrido[2,3-d]pyrimidin-4-yl)-2,3,4,5,6-pentafluorobenzenesulfonamide